BrCC(CBr)(CO)CO 1,3-dibromo-2,2-dimethylolpropane